C(C)(C)(C)OC(=O)N1CC2CCC(C1)N2C2=CC(=NC=C2)OCCOCCOCCOCCOCCOCC(OC(C)(C)C)=O 8-(2-((19,19-dimethyl-17-oxo-3,6,9,12,15,18-hexaoxaeicosyl)oxy)pyridin-4-yl)-3,8-diazabicyclo[3.2.1]Octane-3-carboxylic acid tert-butyl ester